2-(3-((4-(2-(2-aminopyridin-3-yl)-6-phenyl-3H-imidazo[4,5-b]pyridin-3-yl)benzyl)carbamoyl)phenyl)acetic acid NC1=NC=CC=C1C1=NC=2C(=NC=C(C2)C2=CC=CC=C2)N1C1=CC=C(CNC(=O)C=2C=C(C=CC2)CC(=O)O)C=C1